2,7-dibromo-9-heptadecylcarbazole BrC1=CC=2N(C3=CC(=CC=C3C2C=C1)Br)CCCCCCCCCCCCCCCCC